[Na].[Na].[Mg] Magnesium-disodium salt